[C@H]12CN(C[C@H](CC1)N2)C2=NC(=NC1=C(C(=CC=C21)C2=C(C(=CC(=N2)N)C)C(F)(F)F)F)OC[C@]21CCCN1C[C@@H](C2)F 6-(4-((1R,5S)-3,8-Diazabicyclo[3.2.1]octan-3-yl)-8-fluoro-2-(((2R,7aS)-2-fluorotetrahydro-1H-pyrrolizin-7a(5H)-yl)methoxy)quinazolin-7-yl)-4-methyl-5-(trifluoromethyl)pyridin-2-amine